[N+](=O)([O-])C=1C=C(CN2CCN(CC2)C(=O)[O-])C=CC1 4-(3-nitrobenzyl)piperazine-1-carboxylate